10-naphthalen-2-yl-anthracene C1=C(C=CC2=CC=CC=C12)C1=C2C=CC=CC2=CC2=CC=CC=C12